N1=CN=CC(=C1)S(=O)(=N)C1=CC=C(C(=O)O)C=C1 4-(pyrimidin-5-ylsulfonimidoyl)benzoic acid